[Cr].[Ni].FC1(C(NCC(O1)C=1C=NN(C1)C)=O)F 2,2-difluoro-6-(1-methyl-1H-pyrazol-4-yl)morpholin-3-one Nickel-chromium